(S)-5-((((3'-Chloro-2'-(2-chloro-3-((2-fluoro-3-(((3-fluoropropyl)amino)methyl)phenyl)amino)phenyl)-6-methoxy-[2,4'-bipyridin]-5-yl)methyl)amino)methyl)pyrrolidin-2-one ClC=1C(=NC=CC1C1=NC(=C(C=C1)CNC[C@@H]1CCC(N1)=O)OC)C1=C(C(=CC=C1)NC1=C(C(=CC=C1)CNCCCF)F)Cl